C(C)N(C(OCOC1=C2N(N=CC1=O)[C@H]([C@@H]1N(C2=O)CCC1)C(C1=CC=C(C=C1)F)C1=CC=C(C=C1)F)=O)C (((9aR,10S)-10-(bis(4-fluorophenyl)methyl)-3,5-dioxo-3,5,8,9,9a,10-hexahydro-7H-pyrrolo[1',2':4,5]pyrazino[1,2-b]pyridazin-4-yl)oxy)methyl ethyl(methyl)carbamate